4-(2-((2-hydroxybenzyl)amino)ethyl)-2,6-dimethoxybenzonitrile OC1=C(CNCCC2=CC(=C(C#N)C(=C2)OC)OC)C=CC=C1